C(#N)C=1C=C(C(=C2C(=C(NC12)C)C)N1C[C@@H]([C@@H](CC1)F)NC(OC(C)(C)C)=O)F Tert-butyl ((3S,4R)-1-(7-cyano-5-fluoro-2,3-dimethyl-1H-indol-4-yl)-4-fluoropiperidin-3-yl)carbamate